3-Cyano-N-(1-(1,3-dimethyl-1H-pyrazol-4-yl)-1H-indazol-6-yl)-2-isopropylbenzamide C(#N)C=1C(=C(C(=O)NC2=CC=C3C=NN(C3=C2)C=2C(=NN(C2)C)C)C=CC1)C(C)C